C(C)OC(CSC(CC(=O)OCC)(C(F)(F)F)C)=O ethyl 3-((2-ethoxy-2-oxoethyl) thio)-4,4,4-trifluoro-3-methylbutanoate